FC=1C(=C(C=C2CCN(CC12)CCC1CC(C1)OC(F)(F)F)O)N1CC(NS1(=O)=O)=O 5-(8-fluoro-6-hydroxy-2-{2-[(1s,3r)-3-(trifluoromethoxy)cyclobutyl]ethyl}-1,2,3,4-tetrahydroisoquinolin-7-yl)-1λ6,2,5-thiadiazolidine-1,1,3-trione